(S)-1-(1-(5-(benzyloxy)-6-chloro-2-iodopyridin-3-yl)-3,3-dimethylbut-2-yl)-4-oxo-1,4-dihydropyridine-3-carboxylic acid ethyl ester C(C)OC(=O)C1=CN(C=CC1=O)[C@@H](CC=1C(=NC(=C(C1)OCC1=CC=CC=C1)Cl)I)C(C)(C)C